(2-chloro-6-(trifluoromethyl)thieno[2,3-b]pyridin-4-yl)cyclohexane-1,3-diamine ClC1=CC=2C(=NC(=CC2C2(CC(CCC2)N)N)C(F)(F)F)S1